tert-butyl N-[1-(2,2-dimethylpropyl)-5-(trifluoromethyl)-1H-pyrazol-4-yl]carbamate CC(CN1N=CC(=C1C(F)(F)F)NC(OC(C)(C)C)=O)(C)C